trifluorosulfonamide FN(S(=O)(=O)F)F